C1(CCCCC1)[C@@H](C(NC1=CC=C2CC(COC2=C1)CN1C(N[C@@H](C1)C(F)(F)F)=O)=O)NC(=O)C1=CC=NN1C N-((1S)-1-cyclohexyl-2-oxo-2-((3-(((S)-2-oxo-4-(trifluoromethyl)imidazolidin-1-yl)methyl)chroman-7-yl)amino)ethyl)-1-methyl-1H-pyrazole-5-carboxamide